[Co].N1C(C=CC=C1)=N pyridine-imine cobalt